2,5-di-mercapto-[1,3,4]-thiadiazole SC=1SC(=NN1)S